CC(=O)C1CCCCNC1=O The molecule is a member of the class of caprolactams that is epsilon-caprolactam which carries an acetyl group at position 3. It derives from an epsilon-caprolactam.